BrC1=CC(=CC(=N1)N[C@H](COCC(=O)O)CC)CS(=O)(=O)C (S)-2-(2-((6-bromo-4-((methylsulfonyl)methyl)pyridin-2-yl)amino)butoxy)acetic acid